FC1=C(C=CC=C1)C1=NC=CC(=C1)C1(NC=NC(=C1)NC1=C(C=C(C(=C1)C=1C=NN(C1)C)N1CCN(CC1)C)OC)N 4-(2-(2-fluorophenyl)pyridin-4-yl)-N6-(2-Methoxy-5-(1-methyl-1H-pyrazol-4-yl)-4-(4-methylpiperazin-1-yl)phenyl)pyrimidine-4,6-diamine